CCCCCCCC/C=C(\\CCCCCCCC(=O)O)/[N+](=O)[O-] The molecule is a nitro fatty acid that is (9E)-octadec-9-enoic (elaidic) acid substituted by a nitro group at position 9. It has a role as a human metabolite. It is a long-chain fatty acid, a monounsaturated fatty acid and a nitro fatty acid. It derives from an elaidic acid.